C(C1=CC=CC=C1)NC(CC1=CC=2N(C3=CC=C(C=C3C2C=C1)F)C)=O N-benzyl-2-(6-fluoro-9-methyl-9H-carbazol-2-yl)acetamide